(S)-3-(3-(2,5-dichloro-7H-pyrrolo[2,3-d]pyrimidin-7-yl)-2-fluoropropoxy)-1-(2,6-dimethylpyridin-3-yl)-5-methyl-1H-pyrazol-4-amine ClC=1N=CC2=C(N1)N(C=C2Cl)C[C@@H](COC2=NN(C(=C2N)C)C=2C(=NC(=CC2)C)C)F